(R)-1-(4-(1-(3-methoxy-4-((6-(3-phenylisoxazolidin-2-yl)pyrimidin-4-yl)amino)phenyl)piperiDin-4-yl)piperazin-1-yl)ethane-1-one COC=1C=C(C=CC1NC1=NC=NC(=C1)N1OCC[C@@H]1C1=CC=CC=C1)N1CCC(CC1)N1CCN(CC1)C(C)=O